BrC=1C=CC(=NC1)NC(C(CCC)(F)C=1C=NC=C(C1)Br)=O 2-(5-Bromo-pyridin-3-yl)2-Fluoro-pentanoic Acid (5-bromo-pyridin-2-yl) amide